OC=1C=C(C=2C(C3=C(C=CC=C3C(C2C1)=O)O)=O)C 3,8-dihydroxy-1-methylanthracene-9,10-dione